tert-butyl 3-({[4-(trifluoromethoxy)phenyl]carbamoyl}amino)pyrrolidine-1-carboxylate FC(OC1=CC=C(C=C1)NC(=O)NC1CN(CC1)C(=O)OC(C)(C)C)(F)F